C1(CC1)NC(C1=C(C=C(C=C1)C1=CN=C2N1N=C(C=C2NCC2CCOCC2)OC2=C(C(=C(C=C2)OC)F)F)C)=O N-cyclopropyl-4-[6-(2,3-difluoro-4-methoxy-phenoxy)-8-(tetrahydropyran-4-ylmethyl-amino)imidazo[1,2-b]pyridazin-3-yl]-2-methyl-benzamide